O,O-DIETHYL S-((2-((4-METHYLPHENYL)SULFONAMIDO)PHENYL)(NAPHTHALEN-1-YL)METHYL) PHOSPHOROTHIOATE P(OCC)(OCC)(SC(C1=CC=CC2=CC=CC=C12)C1=C(C=CC=C1)NS(=O)(=O)C1=CC=C(C=C1)C)=O